N-(3-((9-(dicyanomethylene)-9H-xanthen-3-yl)oxy)propyl)acrylamide C(#N)C(=C1C2=CC=CC=C2OC=2C=C(C=CC12)OCCCNC(C=C)=O)C#N